[Ge].[Si].COC(C[SiH3])OC dimethoxyethyl-silane Silicon-Germanium